4-oxo-1-(1-oxo-1,3-dihydroisobenzofuran-5-yl-2-thioxo-7-oxa-1,3-diazaspiro[4.4]non-3-yl)-2-(trifluoromethyl)benzonitrile O=C1C=C(C(C#N)(C=C1)N1C(N(C2(C1)COCC2)C=2C=C1COC(C1=CC2)=O)=S)C(F)(F)F